N=1C(=CN2C1C=NC=C2)C(=O)N imidazolo[1,2-a]pyrazine-2-carboxamide